[C@H]12CC(C[C@H](CCC1)N2)=CC=2N=NC(=CN2)C=2C(=CC(=NC2)N2C=NC=C2)O 5-(3-((E)-((1R,5S)-9-azabicyclo[3.3.1]nonan-3-ylidene)methyl)-1,2,4-triazin-6-yl)-2-(1H-imidazol-1-yl)pyridin-4-ol